NC1=C(C=NN1C1=CC=CC=C1)C(=O)N 5-amino-1-phenylpyrazole-4-carboxamide